BrC1=NN(C(=C1)C(=O)[O-])C1=NC=CC=C1Cl 3-bromo-1-(3-chloro-2-pyridyl)-1H-pyrazole-5-formate